CC1(CN=C(N1)SCC1=CSC=2N1CC1=C(CN2)C=CC=C1)C1=CC=CC=C1 3-(((5-methyl-5-phenyl-4,5-dihydro-1H-imidazol-2-yl)thio)methyl)-5,10-dihydrobenzo[e]thiazolo[3,2-a][1,3]diazepine